N2-(3-chlorophenyl)-N4-cyclohexyl-5-(1-methyl-1H-pyrazol-4-yl)pyrimidine-2,4-diamine ClC=1C=C(C=CC1)NC1=NC=C(C(=N1)NC1CCCCC1)C=1C=NN(C1)C